The molecule is a 19-membered macrocyle incorporating a benzoquinone ring and a lactam functionality. It is an ansamycin antibiotic that induces apoptosis and displays antitumour effects. It has a role as an antimicrobial agent, a Hsp90 inhibitor, a herbicide, a tyrosine kinase inhibitor and an apoptosis inducer. It is a lactam, a macrocycle and a member of 1,4-benzoquinones. C[C@H]1C[C@@H]([C@@H]([C@H](/C=C(/[C@@H]([C@H](/C=C\\C=C(\\C(=O)NC2=CC(=O)C=C([C@@H]1OC)C2=O)/C)OC)OC(=O)N)\\C)C)OC)OC